OC=1C=C2CC[C@@H]([C@@H](C2=CC1)C1=CC=C(C=C1)N1CCC(CC1)C=O)C1=CC(=CC=C1)OC(F)(F)F 1-[4-[(1R,2S)-6-hydroxy-2-[3-(trifluoromethoxy)phenyl]tetralin-1-yl]phenyl]piperidine-4-carbaldehyde